alpha-methyl-benzyl isocyanate CC(C1=CC=CC=C1)N=C=O